BrC=1C=C(C(=O)O)C(=CN1)N1N=CC(=C1)CCO 2-bromo-5-(4-(2-hydroxyethyl)-1H-pyrazol-1-yl)isonicotinic acid